7-(8-Fluoro-2-methylimidazo[1,2-a]pyridin-6-yl)-2-(4-piperidyl)-[1,3,4]thiadiazolo[3,2-a]pyrimidin-5-on FC=1C=2N(C=C(C1)C=1N=C3N(C(C1)=O)N=C(S3)C3CCNCC3)C=C(N2)C